(S)-7-(4-(2-((2-oxaspiro[3.3]heptan-6-yl)oxy)-5-fluorophenyl)piperidin-1-yl)-N-hydroxy-5-oxa-2-azaspiro[3.4]octane-2-carboximidamide C1OCC12CC(C2)OC2=C(C=C(C=C2)F)C2CCN(CC2)[C@@H]2COC1(CN(C1)C(NO)=N)C2